methyl 9-(3-chlorophenoxy)-6-hydroxy-[1,2,4]triazolo[5,1-a]isoquinoline-5-carboxylate ClC=1C=C(OC2=CC=C3C(=C(N4C(C3=C2)=NC=N4)C(=O)OC)O)C=CC1